NC=1C(=NC(=CN1)C=1C=NN(C1)[C@@H]1CN(CC1)C(=O)OC(C)(C)C)C(=O)OC methyl (S)-3-amino-6-(1-(1-(tert-butoxycarbonyl)pyrrolidin-3-yl)-1H-pyrazol-4-yl)pyrazine-2-carboxylate